2-((9-methyl-9H-carbazol-3-yl)methylene)malononitrile CN1C2=CC=CC=C2C=2C=C(C=CC12)C=C(C#N)C#N